(R)-N-(2-(4-((dimethylamino)methyl)-1H-1,2,3-triazol-1-yl)ethyl)-N-(1-(4-fluorophenyl)ethyl)-3,3-diphenylprop-2-en-1-amine CN(C)CC=1N=NN(C1)CCN(CC=C(C1=CC=CC=C1)C1=CC=CC=C1)[C@H](C)C1=CC=C(C=C1)F